5-amino-4,6-dibromopyridinecarbonitrile NC=1C(=CC(=NC1Br)C#N)Br